ClC1=CC=C(C=C1)C1CC(N(O1)C)(C)C=1C=NC=CC1 3-[5-(4-chlorophenyl)-2,3-dimethylisoxazolin-3-yl]-pyridine